1-(4,6-diisopropylpyrimidin-5-yl)-6-fluoro-7-(2-fluorophenyl)pyrido[2,3-d]Pyrimidine-2,4(1H,3H)-dione C(C)(C)C1=NC=NC(=C1N1C(NC(C2=C1N=C(C(=C2)F)C2=C(C=CC=C2)F)=O)=O)C(C)C